[Cd].[Co].[Ni] nickel-cobalt cadmium